FC1(CCC(CC1)NC1=NN2C(C=N1)=C(C=C2)C2=NC1=CC=CN=C1C=C2)F N-(4,4-difluorocyclohexyl)-5-(1,5-naphthyridin-2-yl)pyrrolo[2,1-f][1,2,4]triazin-2-amine